5-Amino-4-hydroxy-3-[[3-[(Z)-3-oxo-3-phenylprop-1-enyl]phenyl]diazenyl]naphthalene-2,7-disulfonic acid NC1=C2C(=C(C(=CC2=CC(=C1)S(=O)(=O)O)S(=O)(=O)O)N=NC1=CC(=CC=C1)\C=C/C(C1=CC=CC=C1)=O)O